(2-(4-chloro-1H-imidazol-1-yl)-4-ethoxyquinolin-6-yl)oxetan-3-carboxamide ClC=1N=CN(C1)C1=NC2=CC=C(C=C2C(=C1)OCC)C1OCC1C(=O)N